6-((3-aminobenzyl)oxy)-4-oxo-1,4-dihydroquinoline-3-carboxylic acid NC=1C=C(COC=2C=C3C(C(=CNC3=CC2)C(=O)O)=O)C=CC1